C12CN(CC(CCC1)N2)C=2C1=C(N=C(N2)OC[C@]23CCCN3C[C@@H](C2)F)C(=C(N=C1)C1=CC(=CC2=CC=CC(=C12)C#C)O)F 4-(4-(3,9-diazabicyclo[3.3.1]nonan-3-yl)-8-fluoro-2-(((2R,7aS)-2-fluorotetrahydro-1H-pyrrolizin-7a(5H)-yl)methoxy)pyrido[4,3-d]pyrimidin-7-yl)-5-ethynylnaphthalen-2-ol